CN(CCN(C1=C(C=C(C(=C1)OC)NC1=NC=CC(=N1)C1=CN(C2=CC=CC=C12)C)[N+](=O)[O-])C)C N-[2-(dimethylamino)ethyl]-5-methoxy-N-methyl-N'-[4-(1-methyl-1H-indol-3-yl)-2-pyrimidinyl]-2-nitro-1,4-benzenediamine